1-(benzyloxy)-4-fluoro-2-iodobenzene C(C1=CC=CC=C1)OC1=C(C=C(C=C1)F)I